FC(C1=CC(=C(C(=O)NC=2C=CC=C3C=CC=NC23)C=C1)C=C)(F)F 4-trifluoromethyl-N-(quinolin-8-yl)-2-vinylbenzamide